N1[C@H](CCC1)COC1=CC=C(C=C1)C(C)(C)C1=CC=C(OCC2=NC(=NC=C2)N2CC3(COC3)C2)C=C1 (R)-6-(4-((4-(2-(4-(pyrrolidin-2-ylmethoxy)phenyl)propan-2-yl)phenoxy)methyl)pyrimidine-2-yl)-2-oxa-6-azaspiro[3.3]heptane